6-bromo-N-(3-oxo-1,3-dihydro-2-benzofuran-5-yl)-1H-pyrrolo[2,3-b]pyridine-3-sulfonamide BrC1=CC=C2C(=N1)NC=C2S(=O)(=O)NC2=CC1=C(COC1=O)C=C2